C(C)(=O)N1[C@@H](CC1)CN1CCC(CC1)C1=NN(C2=CC=C(C=C12)C=1SC2=C(N1)C=C(C(=C2C2=CC=C(C=C2)Cl)[C@@H](C(=O)O)OC(C)(C)C)C)C (S)-2-(2-(3-(1-(((S)-1-acetylazetidin-2-yl)methyl)piperidin-4-yl)-1-methyl-1H-indazol-5-yl)-7-(4-chlorophenyl)-5-methylbenzo[d]thiazol-6-yl)-2-(tert-butoxy)acetic acid